methylene-1,3-dioxepane C=C1OCCCCO1